tert-Butyl ((6-methoxy-2-(((R)-6-oxohexan-2-yl)oxy)pyridin-3-yl)sulfonyl)-L-prolinate COC1=CC=C(C(=N1)O[C@H](C)CCCC=O)S(=O)(=O)N1[C@@H](CCC1)C(=O)OC(C)(C)C